ClC1=C(C=CC=C1)S(=O)(=O)NC1=NC(=C(C=C1)\C=C\C=1C=NC(=NC1)NC1CCC(CC1)N1CCSCC1)OC 2-chloro-N-(6-methoxy-5-((E)-2-(2-(((1r,4r)-4-thiomorpholino-cyclohexyl)amino)pyrimidin-5-yl)vinyl)pyridin-2-yl)benzenesulfonamide